2-(3-fluoropyrrolidin-1-yl)-5-(4,4,5,5-tetramethyl-1,3,2-dioxaborolan-2-yl)pyrazine FC1CN(CC1)C1=NC=C(N=C1)B1OC(C(O1)(C)C)(C)C